1-((2R,4S)-4-(4-amino-3-((1-ethyl-1H-benzo[d]imidazol-5-yl)ethynyl)-1H-pyrazolo[4,3-c]pyridin-1-yl)-2-(methoxymethyl)pyrrolidin-1-yl)prop-2-en-1-one NC1=NC=CC2=C1C(=NN2[C@H]2C[C@@H](N(C2)C(C=C)=O)COC)C#CC2=CC1=C(N(C=N1)CC)C=C2